1-((2-fluoro-4-(4,4,5,5-tetramethyl-1,3,2-dioxaborolan-2-yl)phenyl)imino)tetrahydro-1H-1λ6-thiophene-1-oxide FC1=C(C=CC(=C1)B1OC(C(O1)(C)C)(C)C)N=S1(CCCC1)=O